FC1(CNC1)CF 3-fluoro-3-(fluoromethyl)azetidin